N-(7-(4,4-difluoropiperidin-1-yl)furo[2,3-c]pyridin-5-yl)-4-iodo-2-(4-methylenepiperidin-1-yl)benzamide FC1(CCN(CC1)C=1N=C(C=C2C1OC=C2)NC(C2=C(C=C(C=C2)I)N2CCC(CC2)=C)=O)F